tert-butyl (1-((5-(azetidin-1-yl)pyrazin-2-yl)methyl)-1H-pyrazol-4-yl)carbamate N1(CCC1)C=1N=CC(=NC1)CN1N=CC(=C1)NC(OC(C)(C)C)=O